CN1CCC(CC1)O N-methyl-4-Hydroxypiperidine